FC=1C=CC(=C(C1)C1(CC1)N)OC (5-fluoro-2-methoxyphenyl)cyclopropan-1-amine